ClC=1C=C2C(=NC1OC)C(=C(N2C)C=2NC(=NN2)[C@H](COC)N(C)C)C=2C=NNC2 (R)-1-(5-(6-chloro-5-methoxy-1-methyl-3-(1H-pyrazol-4-yl)-1H-pyrrolo[3,2-b]pyridin-2-yl)-4H-1,2,4-triazol-3-yl)-2-methoxy-N,N-dimethylethan-1-amine